CC1=NC(=CC(=N1)NC1=NN2C(C=C(C=C2)C2=C(C=NC(=C2)C)OCC2(CC2)C(=O)N)=C1)C 1-[[4-[2-[(2,6-dimethylpyrimidin-4-yl)amino]pyrazolo[1,5-a]pyridin-5-yl]-6-methyl-3-pyridyl]oxymethyl]cyclopropanecarboxamide